di(aziridin-1-yl)phosphinic acid (S)-6-(4-(cyclopropylcarbamoyl) phenoxy)-5-nitro-2,3-dihydro-1H-inden-1-yl ester C1(CC1)NC(=O)C1=CC=C(OC2=C(C=C3CC[C@@H](C3=C2)OP(=O)(N2CC2)N2CC2)[N+](=O)[O-])C=C1